3-(1,3-dioxolan-2-yl)-2-fluoro-pyridine O1C(OCC1)C=1C(=NC=CC1)F